Ethyl (S)-3-((tert-butoxycarbonyl)amino)-3-(4-fluoro-2',4'-dimethyl-6'-(((trifluoromethyl)sulfonyl)oxy)-[1,1'-biphenyl]-3-yl)propanoate C(C)(C)(C)OC(=O)N[C@@H](CC(=O)OCC)C=1C=C(C=CC1F)C1=C(C=C(C=C1OS(=O)(=O)C(F)(F)F)C)C